C(=O)(OC(C)(C)C)N1[C@@H](CC1)CO (S)-N-Boc-2-(hydroxymethyl)azetidine